benzoyl-sulfosuccinimide C(C1=CC=CC=C1)(=O)C1(C(=O)NC(C1)=O)S(=O)(=O)O